5-Ethylthio-3-dimethylamino-1,2,4-thiadiazole C(C)SC1=NC(=NS1)N(C)C